tert-butyl 4-(4-chloro-3-methyl-phenyl)piperidine-1-carboxylate ClC1=C(C=C(C=C1)C1CCN(CC1)C(=O)OC(C)(C)C)C